4-(2-((1H-imidazol-4-yl)methoxy)phenyl)-1H-pyrazole N1C=NC(=C1)COC1=C(C=CC=C1)C=1C=NNC1